ClC1=NN(C(C=2C1=CN(C(C2)=O)C2(CNC2)C)=O)C 4-chloro-2-methyl-6-(3-methylazetidin-3-yl)-2,6-dihydropyrido[3,4-d]pyridazine-1,7-dione